1-Pyridin-3-yl-3-[cis-(7RS,9SR)-3-cyclopropyl-5-(2-methylpropylsulfamoyl)-7-(pyridin-3-ylcarbamoylamino)-8,9-dihydro-7H-cyclopenta[h]isochinolin-9-yl]urea N1=CC(=CC=C1)NC(=O)N[C@H]1C[C@H](C2=CC(=C3C=C(N=CC3=C21)C2CC2)S(NCC(C)C)(=O)=O)NC(NC=2C=NC=CC2)=O |r|